[3-(methacrylamido)propyl]trimethylammonium C(C(=C)C)(=O)NCCC[N+](C)(C)C